N[C@H](CC1=C(C=2N=C(N=C(C2S1)NCC1=C(C=NC=C1)F)Cl)Br)C 6-[(2S)-2-aminopropyl]-7-bromo-2-chloro-N-[(3-fluoropyridin-4-yl)methyl]thieno[3,2-d]pyrimidin-4-amine